C1(CC1)C1=CC=C(C=C1)[C@H]1OC=2C(=NC=C(C2)OC2=CC(=NC=C2)C=2C=NN(C2)C)OC1 |r| (R/S)-2-(4-cyclopropylphenyl)-7-((2-(1-methyl-1H-pyrazol-4-yl)pyridin-4-yl)oxy)-2,3-dihydro-[1,4]dioxino[2,3-b]pyridine